C(#N)C=1C=C(OC2CCN(CC2)C(CNC(=O)C=2N=NN(C2)C=2C=NC=CC2)=O)C=CC1 1-Pyridin-3-yl-1H-[1,2,3]triazole-4-carboxylic acid {2-[4-(3-cyano-phenoxy)-piperidin-1-yl]-2-oxo-ethyl}-amide